[N+](=O)([O-])C=1C(=NC(=CC1)[Sn](C)(C)C)NC1=CC=C(C(=O)OC)C=C1 methyl 4-((3-nitro-6-(trimethylstannyl)pyridin-2-yl)amino)benzoate